OC(C)=C1C(CC(CC1=O)(C)C)=O 2-(1-hydroxyethylidene)-5,5-dimethyl-1,3-cyclohexanedione